ClC1=C(C=C(C=C1)NS(=O)(=O)CC)C1=CN(C(C2=CC=C(C=C12)C=1C=NN(C1)C)=O)C N-[4-chloro-3-[2-methyl-6-(1-methylpyrazol-4-yl)-1-oxoisoquinolin-4-yl]phenyl]ethanesulfonamide